N-((1-((4-cyclopropoxy-3-((2-methoxyphenyl)sulfonamido)benzo[d]isoxazol-6-yl)methyl)-1H-pyrazol-4-yl)methyl)propiolamide C1(CC1)OC1=CC(=CC2=C1C(=NO2)NS(=O)(=O)C2=C(C=CC=C2)OC)CN2N=CC(=C2)CNC(C#C)=O